OC(O)C(C(=O)O)CCCC dihydroxymethyl-hexanoic acid